4-(4-oxo-5-phenyl-3,4-dihydro-pyrrolo[2,3-d]pyrimidin-7-yl)-benzoic acid O=C1C2=C(N=CN1)N(C=C2C2=CC=CC=C2)C2=CC=C(C(=O)O)C=C2